FC(COC1=C(C=C(C(=N1)OC)NS(=O)(=O)C1=CN=C2N1CC[C@@H](C2)C)F)F (7S)-N-[6-(2,2-difluoroethoxy)-5-fluoro-2-methoxy-3-pyridinyl]-7-methyl-5,6,7,8-tetrahydroimidazo[1,2-a]pyridine-3-sulfonamide